BrC1=CC=C(C=CC2=NOC=C2)C=C1 p-bromostyryl-isoxazole